(3R)-3-hydroxy-N-((1R)-1-(4-methoxyphenyl)-2-oxo-2-((4-(trimethylsilyl)phenyl)amino)ethyl)pyrrolidine-1-carboxamide O[C@H]1CN(CC1)C(=O)N[C@@H](C(NC1=CC=C(C=C1)[Si](C)(C)C)=O)C1=CC=C(C=C1)OC